1-hexyl-1-(4-methyl-1,3-benzothiazol-2-yl)hydrazine C(CCCCC)N(N)C=1SC2=C(N1)C(=CC=C2)C